C(C=C)(=O)OCC[Si](OCC)(OCC)OCC 2-Acryloxyethyltriethoxysilan